The molecule is an organic sodium salt having 2-oxo-3-[(1S)-3-oxo-1-phenylbutyl]-2H-1-benzopyran-4-olate as the counterion (the racemate is warfarin sodium, an anticoagulant drug and rodenticide). It contains a (S)-warfarin(1-). It is an enantiomer of a (R)-warfarin sodium. CC(=O)C[C@@H](C1=CC=CC=C1)C2=C(C3=CC=CC=C3OC2=O)[O-].[Na+]